N12[C@@H](CC(CC1)C2)COC=2N=C(C1=C(N2)C(=C(N=C1)C1=CC(=CC2=CC=CC=C12)O)F)N1C[C@H]2CC[C@@H](C1)N2 4-(2-(((2S)-1-azabicyclo[2.2.1]heptan-2-yl)methoxy)-4-((1R,5S)-3,8-diazabicyclo[3.2.1]octan-3-yl)-8-fluoropyrido[4,3-d]pyrimidin-7-yl)naphthalen-2-ol